CN1N=C(C(=C1)C=1C=C(C(=C(C(=O)NC2=NC=C(C=C2)F)C1)F)F)C 5-(1,3-Dimethyl-1H-pyrazol-4-yl)-2,3-difluoro-N-(5-fluoropyridin-2-yl)benzamide